ClC=1SC(=C(N1)Cl)/C=C/C(=O)O (2E)-3-(2,4-dichloro-1,3-thiazol-5-yl)prop-2-enoic acid